3-(6-bromo-1-oxo-5-(trifluoromethoxy)isoindolin-2-yl)piperidine-2,6-dione BrC1=C(C=C2CN(C(C2=C1)=O)C1C(NC(CC1)=O)=O)OC(F)(F)F